(3-methyl-4-{[1,2,4]triazolo[1,5-a]pyridin-7-ylmethyl}phenyl)-6-[(2S)-2-methylpiperazin-1-yl]pyrido[3,2-d]pyrimidin-4-amine CC=1C=C(C=CC1CC1=CC=2N(C=C1)N=CN2)C=2N=C(C1=C(N2)C=CC(=N1)N1[C@H](CNCC1)C)N